S-ethyl 2-(4-chloro-2-methylphenoxy)ethanethioate ClC1=CC(=C(OCC(SCC)=O)C=C1)C